(methylthio)benzeneboronic acid CSC1=C(C=CC=C1)B(O)O